2-[amino(1-methanesulfonylpiperidin-4-yl)methyl]-4,5-dichlorophenol NC(C1=C(C=C(C(=C1)Cl)Cl)O)C1CCN(CC1)S(=O)(=O)C